FC(C)(F)C1=NC(=CC(=N1)NC1=CC(=NC=C1C1=NC=C(N=C1)[C@@H](C)N1CCCC1)NC(C)=O)C (R)-N-(4-((2-(1,1-difluoroethyl)-6-methylpyrimidin-4-yl)amino)-5-(5-(1-(pyrrolidin-1-yl)ethyl)pyrazin-2-yl)pyridin-2-yl)acetamide